NC(C#N)C=C 2-amino-3-butenenitrile